(fluoro(2-(((3S,6S,10aS)-5-oxo-3-(4-(pyridin-3-yl)piperidine-1-carbonyl)decahydropyrrolo[1,2-a]azocin-6-yl)carbamoyl)benzo[b]thiophen-5-yl)methyl)phosphonic acid FC(C1=CC2=C(SC(=C2)C(N[C@H]2CCCC[C@@H]3N(C2=O)[C@@H](CC3)C(=O)N3CCC(CC3)C=3C=NC=CC3)=O)C=C1)P(O)(O)=O